BrC=1C=C2C(N(C(C2=CC1CN(C)C1CCN(CC1)C1=CC=C(C=C1)C1=NC2=CC(=CC(=C2C(N1)=O)OC)OC)=O)C1C(NC(CC1)=O)=O)=O 5-bromo-6-(((1-(4-(5,7-dimethoxy-4-oxo-3,4-dihydroquinazolin-2-yl)phenyl)piperidine-4-yl)(methyl)amino)methyl)-2-(2,6-dioxopiperidin-3-yl)isoindoline-1,3-dione